FC(CCCC(=O)O)(F)F trifluorovaleric acid